N-(2-(dimethylamino)ethyl)-3-(8-formyl-7-hydroxy-6-(2-methoxyethoxy)-4-methyl-2-oxo-2H-chromen-3-yl)propionamide CN(CCNC(CCC=1C(OC2=C(C(=C(C=C2C1C)OCCOC)O)C=O)=O)=O)C